C(C)O[Si](C(COCC1OC1)C)(OCC)OCC triethoxy-1-methyl-2-(oxiranylmethoxy)ethylsilane